C(C)NC(O[C@H]1C[C@H](CC1)C1=CC(=NN1)NC(CC1=CC=C(C=C1)OC)=O)=O (1R,3S)-3-(3-{[(4-methoxyphenyl) acetyl]amino}-1H-pyrazol-5-yl)cyclopentyl ethylcarbamate